N-(4-chloro-5-(trifluoromethyl)pyrimidin-2-yl)-1-(cyclopropylsulfonyl)-1H-indazol-4-amine ClC1=NC(=NC=C1C(F)(F)F)NC=1C=2C=NN(C2C=CC1)S(=O)(=O)C1CC1